(E)-3-(2,3-Dihydrobenzo[b][1,4]dioxin-6-yl)-1-(2-hydroxy-4-methoxyphenyl)prop-2-en-1-one O1C2=C(OCC1)C=C(C=C2)/C=C/C(=O)C2=C(C=C(C=C2)OC)O